C(CC(C)C)NC(=O)N1C=NC(=C1)C=1SC=CN1 N-iso-Pentyl-4-(thiazol-2-yl)-1H-imidazole-1-carboxamide